N1=CC(=CC=C1)C1CNC2(CC2)C1 6-(pyridin-3-yl)-4-azaspiro[2.4]heptane